6-((R)-3-hydroxypyrrolidin-1-yl)-3-(4-(trifluoromethyl)benzyl)isobenzofuran-1(3H)-one O[C@H]1CN(CC1)C1=CC=C2C(OC(C2=C1)=O)CC1=CC=C(C=C1)C(F)(F)F